ClC=1C=C(C=C2CCN(CC12)C)NC1=NC=C(C(=N1)NC1=NC(=CC=C1)N1C(CCC1)=O)C#N 2-[(8-chloro-2-methyl-3,4-dihydro-1H-isoquinolin-6-yl)amino]-4-[[6-(2-oxopyrrolidin-1-yl)-2-pyridyl]amino]pyrimidine-5-carbonitrile